N1(CCCCC1)CCCCCN(CCOC=1C=C(C=CC1)C(=O)N1CCCC1)C1=NC(=NC2=CC=CC=C12)N1CCCCC1 (3-(2-((5-(piperidin-1-yl)pentyl)(2-(piperidin-1-yl)quinazolin-4-yl)amino)ethoxy)phenyl)(pyrrolidin-1-yl)methanone